CCCCCCCCCC=CC=CC(=O)C(CC(=O)[O-])(C[N+](C)(C)C)O Tetradecadienoylcarnitine